CC1=C(N)C(=CC(=C1)C)C(C1=CC=CC=C1)C1=CC=CC=C1 2,4-dimethyl-6-benzhydryl-aniline